N-methyl-N-(((trifluoromethyl)sulfinyl)oxy)-4-chlorobenzenesulfonamide CN(S(=O)(=O)C1=CC=C(C=C1)Cl)OS(=O)C(F)(F)F